1-(3-chlorophenyl)-3-((3-(2,6-dioxopiperidin-3-yl)-4-oxo-3,4-dihydrobenzo[d][1,2,3]triazin-7-yl)methyl)urea ClC=1C=C(C=CC1)NC(=O)NCC=1C=CC2=C(N=NN(C2=O)C2C(NC(CC2)=O)=O)C1